tert-Butyl 3-(3-(hydroxymethyl)phenyl)-2,5-dihydro-1H-pyrrole-1-carboxylate OCC=1C=C(C=CC1)C=1CN(CC1)C(=O)OC(C)(C)C